C(C)OC(C)N1N=CC(=C1)C=1C=CC=2N(C1C)N=C(N2)N 6-(1-(1-ethoxyethyl)-1H-pyrazol-4-yl)-5-methyl-[1,2,4]triazolo[1,5-a]pyridin-2-amine